ClC=1C=C(C=2N(N1)C=CN2)[C@@H]2[C@H](C2)C=2C=CC=1N(C2)C(=NC1)CC(F)(F)F 6-chloro-8-((1S,2S)-2-(3-(2,2,2-trifluoroethyl)imidazo[1,5-a]pyridin-6-yl)cyclopropyl)imidazo[1,2-b]pyridazine